2-[4,6-bis-(4-methylpiperazin-1-yl)pyrimidin-2-ylamino]-4-methylthiazole-5-carboxylic acid ethyl ester C(C)OC(=O)C1=C(N=C(S1)NC1=NC(=CC(=N1)N1CCN(CC1)C)N1CCN(CC1)C)C